N-(1-bicyclo[1.1.1]pentanyl)carbamate C12(CC(C1)C2)NC([O-])=O